(1-chloro-1-methoxypropan-2-yl)cyclohexane ClC(C(C)C1CCCCC1)OC